ClC1=CC2=C(NC(=N2)CO)C(=C1C1=C(C=CC=C1)OC(C)C)Cl (5,7-dichloro-6-(2-isopropoxyphenyl)-1H-benzo[d]imidazol-2-yl)methanol